O=C1NC(CCC1NC1=CC=C(C=C1)N1CCC(CC1)OC(=O)N1CCN(CC1)CC1=C(C=C(C=C1OC)C=1C2=C(C(N(C1)C)=O)NN=C2)F)=O [1-[4-[(2,6-dioxo-3-piperidyl)amino]phenyl]-4-piperidyl]4-[[2-fluoro-6-methoxy-4-(6-methyl-7-oxo-1H-pyrazolo[3,4-c]pyridin-4-yl)phenyl]methyl]piperazine-1-carboxylate